C(C)(=O)N1[C@@H]([C@H]2C([C@H]2C1)(C)C)C(=O)O (1R,2S,5S)-3-acetyl-6,6-dimethyl-3-azabicyclo[3.1.0]hexane-2-carboxylic acid